acryloyloxypropyl-dimethyl-monohexoxysilane C(C=C)(=O)OCCC[Si](OCCCCCC)(C)C